ClC1(C(C(C(=C(C1)OC)OC)(OC)Cl)\C=C\C(=O)C1=CC=CC=C1)O 2,6-dichloro-2-hydroxy-4,5,6-trimethoxychalcone